N1(CCCC1)[C@]1(C=NC2=CC=CC=C2C1=O)C(=O)O (3S)-3-(pyrrolidinyl)-4-oxo-3-quinolinecarboxylic acid